6-bromo-2-styrylquinoline BrC=1C=C2C=CC(=NC2=CC1)C=CC1=CC=CC=C1